1-[(5-methyl-2-propyl-phenyl)carbamothioyl]-3-[3-[3-[1-[4-(trifluoromethoxy)phenyl]-1H-1,2,4-triazol-3-yl]phenyl]propyl]urea CC=1C=CC(=C(C1)NC(=S)NC(=O)NCCCC1=CC(=CC=C1)C1=NN(C=N1)C1=CC=C(C=C1)OC(F)(F)F)CCC